C1(=CC=C(C=C1)C1(CC1)C=1NC(C2=C(N1)CCN(C2)C([C@H](O)C2=CC(=CC=C2)Cl)=O)=O)C2=CC=CC=C2 (R)-2-(1-([1,1'-biphenyl]-4-yl)cyclopropyl)-6-(2-(3-chlorophenyl)-2-hydroxyacetyl)-5,6,7,8-tetrahydropyrido[4,3-d]pyrimidin-4(3H)-one